5-(3-benzyl-1-(methylsulfonyl)pyrrolidin-3-yl)-1-(4-fluorophenyl)-6-methoxy-1H-indazole C(C1=CC=CC=C1)C1(CN(CC1)S(=O)(=O)C)C=1C=C2C=NN(C2=CC1OC)C1=CC=C(C=C1)F